N-((3R,4S)-1-(5-(6-ethoxy-1H-pyrazolo[3',4':3,4]pyrazolo[1,5-a]pyridin-4-yl)pyridin-2-yl)-3-hydroxypiperidin-4-yl)-2,5-difluorobenzamide C(C)OC=1C=C(C=2N(C1)N=C1C2C=NN1)C=1C=CC(=NC1)N1C[C@H]([C@H](CC1)NC(C1=C(C=CC(=C1)F)F)=O)O